C(C)(=O)C(C(=O)O)(CCC(C)=O)CCC(C)=O 2-acetyl-5-oxo-2-(3-oxobutyl)hexanoic acid